(3ar,5ar,6r,8ar)-4-methoxy-2,2-dimethylhexahydrocyclopenta[2,3]furan COC1CCC2[C@@H]1CC(O2)(C)C